2-tetrahydrofuran-3-yloxyethanol O1CC(CC1)OCCO